Copper dibutyldithiophosphate C(CCC)SP(=S)(OCCCC)[O-].[Cu+]